[C@@H]1([C@H](O)[C@H](O)[C@@H](O)[C@@H](O1)C)O[C@@H]1[C@H]([C@H](O[C@@H]([C@@H]1O)CO)O[C@@H]([C@@H](C=O)O)[C@H](O)[C@@H](O)C)O α-L-Rhamnopyranosyl-(1→3)-α-D-galactopyranosyl-(1→3)-L-fucose